1-diethylthiocarbamoyldisulfanyl-N,N-diethylmethanethioamide C(C)N(C(=S)SSC(N(CC)CC)=S)CC